The molecule is a trihydroxyflavone that is flavone substituted by hydroxy groups at positions 7, 3' and 4' and methoxy groups at positions 3 and 8. Isolated from Mimosa diplotricha, it exhibits cytotoxic activity against human cancer cell lines. It has a role as a metabolite and an antineoplastic agent. It is a trihydroxyflavone, a dimethoxyflavone and a member of catechols. It derives from a flavone. COC1=C(C=CC2=C1OC(=C(C2=O)OC)C3=CC(=C(C=C3)O)O)O